methyl (S)-4,4-dimethylpyrrolidine-2-carboxylate hydrochloride Cl.CC1(C[C@H](NC1)C(=O)OC)C